3-chloro-N-((1R,3S,5s,7s)-2-(5-(3-cyano-6-(1-methyl-1H-pyrazol-4-yl)pyrazolo[1,5-a]pyridin-4-yl)pyridin-2-yl)-2-azaadamantan-5-yl)picolinamide ClC=1C(=NC=CC1)C(=O)NC12C[C@H]3N([C@H](CC(C1)C3)C2)C2=NC=C(C=C2)C=2C=3N(C=C(C2)C=2C=NN(C2)C)N=CC3C#N